NC1=NC=CC=C1C1=NC=2C(=NC(=CC2)C2=CC=CC=C2)N1C=1C=C2CC[C@@H](C2=CC1)NC1CCN(CC1)C(C=C)=O (S)-1-(4-((5-(2-(2-aminopyridin-3-yl)-5-phenyl-3H-imidazo[4,5-b]pyridin-3-yl)-2,3-dihydro-1H-inden-1-yl)amino)piperidin-1-yl)prop-2-en-1-one